tert-butyl 4-(4-(3-cyano-4-hydroxypyrazolo[1,5-a]pyridin-6-yl)-5-methyl-1H-1,2,3-triazol-1-yl)piperidine-1-carboxylate C(#N)C=1C=NN2C1C(=CC(=C2)C=2N=NN(C2C)C2CCN(CC2)C(=O)OC(C)(C)C)O